Tert-Butyl 8-acetyl-5-oxa-2,8-diazaspiro[3.5]nonane-2-carboxylate C(C)(=O)N1CCOC2(CN(C2)C(=O)OC(C)(C)C)C1